(1-(4-((5-chloro-4-((2-(dimethylphosphono)phenyl)amino)pyrimidin-2-yl)amino)-3-methoxyphenyl)piperidin-4-yl)(methyl(amino(pentyl)thio)-1-oxoisoindolin-2-yl)-piperidine-2,6-dione ClC=1C(=NC(=NC1)NC1=C(C=C(C=C1)N1CCC(CC1)C1C(N(C(CC1)=O)N1C(C2=CC=CC=C2C1(SCCCCCN)C)=O)=O)OC)NC1=C(C=CC=C1)P(=O)(OC)OC